OC(=O)C(F)(F)F.CNC(=O)N1CCNCCC1 N-methyl-1,4-diazepane-1-carboxamide TFA salt